2,5-di-tert-butyl-1,4-naphthalenediol C(C)(C)(C)C1=C(C2=CC=CC(=C2C(=C1)O)C(C)(C)C)O